4-[2-amino-5-methyl-6-(trifluoromethyl)pyrimidin-4-yl]oxy-3,5-difluoro-benzonitrile NC1=NC(=C(C(=N1)OC1=C(C=C(C#N)C=C1F)F)C)C(F)(F)F